C(C)C1=CN=C2N1C=C(C=N2)C=2C=CN1N=C(N=CC12)N[C@@H]1CC[C@H](CC1)N1CCOCC1 5-(3-ethylimidazo[1,2-a]pyrimidin-6-yl)-N-(trans-4-morpholinocyclohexyl)pyrrolo[2,1-f][1,2,4]triazin-2-amine